BrC1=CC=C(C(=O)N[C@@H](C(C)(C)NC(OCCCC)=O)C(=O)NO)C=C1 butyl (S)-(3-(4-bromobenzamido)-4-(hydroxyamino)-2-methyl-4-oxobutan-2-yl)carbamate